ClC=1N=C(SC1C1=NC(=NC=C1)N[C@H]1CC(CN(C1)C(=O)OC(C)(C)C)(F)F)C tert-butyl (5S)-5-[[4-(4-chloro-2-methyl-thiazol-5-yl)pyrimidin-2-yl]amino]-3,3-difluoro-piperidine-1-carboxylate